3-(tert-butyl)-N-(4-(5-(4-(4-((2-(2,6-dioxopiperidin-3-yl)-4-fluoro-1-oxoIsoindoline-5-yl)methyl)piperazin-1-yl)phenyl)-1H-indazol-3-yl)-2-methylbenzyl)-1,2,4-oxadiazole-5-formamide C(C)(C)(C)C1=NOC(=N1)C(=O)NCC1=C(C=C(C=C1)C1=NNC2=CC=C(C=C12)C1=CC=C(C=C1)N1CCN(CC1)CC=1C(=C2CN(C(C2=CC1)=O)C1C(NC(CC1)=O)=O)F)C